BrC1=C(N(C(=C1C(CN1C2[C@@H](CC1CC2)O)=O)C)C2=CC=C(C#N)C=C2)CC=2N=C(SC2)C 4-(3-Bromo-4-(2-((2R)-2-hydroxy-7-azabicyclo[2.2.1]heptan-7-yl)acetyl)-5-methyl-2-((2-methylthiazol-4-yl)methyl)-1H-pyrrol-1-yl)benzonitrile